(S)-9-bromo-7-(((tert-butyldiphenylsilyl)oxy)methyl)-2-methyl-3,4-dihydrobenzo[f][1,4]oxazepin-5(2H)-one BrC1=CC(=CC=2C(NC[C@@H](OC21)C)=O)CO[Si](C2=CC=CC=C2)(C2=CC=CC=C2)C(C)(C)C